BrC=1N(C2=NC(=NC(=C2N1)N)F)CC1=CC(=C(C=C1)Br)CBr 8-bromo-9-(4-bromo-3-(bromomethyl)benzyl)-2-fluoro-9H-purin-6-amine